NC1=C(C=NC=N1)C1=C(C=C(C=C1)OCC1=CC=CC=C1)F 6-Amino-5-(4-benzyloxy-2-fluoro-phenyl)-pyrimidin